N-[3-[tert-butyl(dimethyl)silyl]oxy-2-hydroxy-propyl]-N-[2-(1-cyclopropylpyrazol-4-yl)-2-oxo-ethyl]-4-methyl-benzenesulfonamide [Si](C)(C)(C(C)(C)C)OCC(CN(S(=O)(=O)C1=CC=C(C=C1)C)CC(=O)C=1C=NN(C1)C1CC1)O